(2S,4R)-N-((S)-1-(2'-fluoro-[1,1'-biphenyl]-4-yl)ethyl)-4-hydroxy-1-((S)-2-(4-hydroxy-1-oxoisoindolin-2-yl)-3,3-dimethylbutyryl)pyrrolidine-2-carboxamide FC1=C(C=CC=C1)C1=CC=C(C=C1)[C@H](C)NC(=O)[C@H]1N(C[C@@H](C1)O)C([C@H](C(C)(C)C)N1C(C2=CC=CC(=C2C1)O)=O)=O